C1=C(C=CC2=CC=CC=C12)C1=CC=C(C=C1)C1=NC=NC(=C1)C1=CC(=CC=C1)C=1C=NC=CC1 4-{4-(naphthalen-2-yl)phenyl}-6-{3-(pyridin-3-yl)phenyl}pyrimidine